N[C@@H](C(=O)O)CCCCCC(=O)O |r| DL-2-aminosuberic acid